4-cyclopropyl-6-ethenyl-2-(3-{3-[(4-methyl-1,2,4-triazol-3-yl)methyl]oxetan-3-yl}phenyl)-3H-pyrrolo-[3,4-c]pyridin-1-one C1(CC1)C1=NC(=CC2=C1CN(C2=O)C2=CC(=CC=C2)C2(COC2)CC2=NN=CN2C)C=C